2-bromo-5-methoxy-benzenesulfonamide BrC1=C(C=C(C=C1)OC)S(=O)(=O)N